5-methyl-8-((3R,4S)-3-methyl-4-((2-methylpyrimidin-4-yl)oxy)piperidin-1-yl)-6-oxo-5,6-dihydro-1,5-naphthyridine-2-carbonitrile CN1C=2C=CC(=NC2C(=CC1=O)N1C[C@H]([C@H](CC1)OC1=NC(=NC=C1)C)C)C#N